COC(=O)C=1C(N(C(N(N1)C)=O)C)=O 2,4-dimethyl-3,5-dioxo-2,3,4,5-tetrahydro-1,2,4-triazine-6-carboxylic acid methyl ester